C1(CCCC1)NC1CC1 1-(cyclopentanylamino)cyclopropane